N-benzyl-N-(1-(3-bromophenyl)vinyl)acetamide C(C1=CC=CC=C1)N(C(C)=O)C(=C)C1=CC(=CC=C1)Br